O=S1(CC(C1)N1C=CC=2C1=NC(=CC2CN2CCCC2)C=2C=C1CN(C(C1=CC2)=O)C2C(NC(CC2)=O)=O)=O 3-(5-(1-(1,1-dioxidothietan-3-yl)-4-(pyrrolidin-1-ylmethyl)-1H-pyrrolo[2,3-b]pyridin-6-yl)-1-oxoisoindolin-2-yl)piperidine-2,6-dione